C(C1=CC=CC=C1)OC[C@H](C)N1C(CC(CC1=O)CC1CN(C1)C(=O)OC(C)(C)C)=O tert-butyl 3-[[1-[(1S)-2-benzyloxy-1-methyl-ethyl]-2,6-dioxo-4-piperidyl]methyl]azetidine-1-carboxylate